(2R)-2-(((2S,5R)-2-((4-(((tert-butoxycarbonyl)amino)methyl)phenyl)-carbamoyl)-3-methyl-7-oxo-1,6-diazabicyclo[3.2.1]oct-3-en-6-yl)oxy)-2-fluoroacetic acid lithium salt [Li+].C(C)(C)(C)OC(=O)NCC1=CC=C(C=C1)NC(=O)[C@H]1N2C(N([C@H](C=C1C)C2)O[C@@H](C(=O)[O-])F)=O